S-methylisothiourea sulfate CSC(=N)N.OS(=O)(=O)O